5-amino-N-(4-(3,4-difluorophenyl)-5-fluorothiazol-2-yl)-3-methylpyridine-2-sulfonamide NC=1C=C(C(=NC1)S(=O)(=O)NC=1SC(=C(N1)C1=CC(=C(C=C1)F)F)F)C